N-(2-(4,5-difluoro-1H-indol-3-yl)ethyl)-4-fluoro-2-((3,4,5-trimethoxyphenyl)amino)benzamide FC1=C2C(=CNC2=CC=C1F)CCNC(C1=C(C=C(C=C1)F)NC1=CC(=C(C(=C1)OC)OC)OC)=O